8,9-dichloro-7-(2-fluoro-5-hydroxy-phenyl)-5H-pyrimido[1,2-a][1,4]benzodiazepin-3-one ClC1=C(C=CC2=C1C(=NCC=1N2C=CC(N1)=O)C1=C(C=CC(=C1)O)F)Cl